C(C)[Si](CCCCCCCCCCCC)(C)CC Diethylmethyl-(dodecyl)silane